(E)-3-((4-Bromostyryl)thio)pyridazine BrC1=CC=C(/C=C/SC=2N=NC=CC2)C=C1